(5-nitro-4-(piperidin-1-yl)pyridin-2-yl)morpholine [N+](=O)([O-])C=1C(=CC(=NC1)N1CCOCC1)N1CCCCC1